tert-butyl (2s,4r)-2-((3-chloro-2-fluorobenzyl) carbamoyl)-4-methylpyrrolidine-1-carboxylate ClC=1C(=C(CNC(=O)[C@H]2N(C[C@@H](C2)C)C(=O)OC(C)(C)C)C=CC1)F